C(C)(C)(C)OC(=O)N1CC(CC1)N1N=CC(=C1)CN(C(C1=C(C(=CC=C1)Br)F)=O)C.BrC1=C(C=CC=C1)CC(=O)NN (2-bromophenyl)acethydrazide tert-Butyl-3-(4-((3-bromo-2-fluoro-N-methylbenzamido)methyl)-1H-pyrazol-1-yl)pyrrolidine-1-carboxylate